2-Bromo-N7-(3,3-difluorocyclobutyl)pyrazolo[1,5-a]pyrimidine-3,7-dicarboxamide BrC1=NN2C(N=CC=C2C(=O)NC2CC(C2)(F)F)=C1C(=O)N